C1(CC1)C(=O)NC1=CC(=C(N=N1)C(=O)NC([2H])([2H])[2H])NC1=C(C(=CC=C1)C1=NN(C=N1)C)F 6-(Cyclopropanecarboxamido)-4-((2-fluoro-3-(1-methyl-1H-1,2,4-triazol-3-yl)phenyl)amino)-N-(methyl-d3)pyridazine-3-carboxamide